C(C)(C)(C)OC(=O)N1CCN(CC1)C1CCN(CC1)C1=C(C=C(C=C1)N)F 4-(1-(4-amino-2-fluorophenyl)piperidin-4-yl)piperazine-1-carboxylic acid tert-butyl ester